C1NCCCC12CCN(CC2)C2=NC=1C=CNC(C1C(=C2)NC2=NC=C(C=C2)N2CCC(CC2)O)=O 2-(2,9-diazaspiro[5.5]undecan-9-yl)-4-[[5-(4-hydroxy-1-piperidyl)-2-pyridyl]amino]-6H-1,6-naphthyridin-5-one